C(C)(C)(C)OC(=O)N1C(COCCC1)C1=C(C=CC(=C1)N)Cl 3-(5-amino-2-chlorophenyl)-1,4-oxazepan-4-carboxylic acid tert-butyl ester